N12C=CC(CC1)C2 azanorcamphene